5-(2-chloro-benzyloxy)-[3,3']bipyridinyl-6-ylamine ClC1=C(COC=2C=C(C=NC2N)C=2C=NC=CC2)C=CC=C1